6-bromo-4-(4-(difluoromethoxy)phenyl)-2-(oxetan-3-yloxy)thiazolo[4,5-b]pyridin-5(4H)-one BrC1=CC2=C(N(C1=O)C1=CC=C(C=C1)OC(F)F)N=C(S2)OC2COC2